lithium ((trifluoromethyl)sulfonyl)amide FC(S(=O)(=O)[NH-])(F)F.[Li+]